methyl (2S)-6-fluoro-2-methyl-5-nitro-3,4-dihydro-2H-quinoline-1-carboxylate FC=1C(=C2CC[C@@H](N(C2=CC1)C(=O)OC)C)[N+](=O)[O-]